tert-butyl (3R,4R)-4-(4-(3-(2,6-bis(benzyloxy)pyridin-3-yl)-1-methyl-1H-indazol-6-yl)-1,2,3,6-tetrahydropyridine-1-carbonyl)-3-methylpiperidine-1-carboxylate C(C1=CC=CC=C1)OC1=NC(=CC=C1C1=NN(C2=CC(=CC=C12)C=1CCN(CC1)C(=O)[C@H]1[C@H](CN(CC1)C(=O)OC(C)(C)C)C)C)OCC1=CC=CC=C1